O[C@H]1[C@H](O[C@@]2([C@@H](CCO2)NC(=O)C2=CC(=NC3=CC=C(C=C23)F)C)[C@@H]([C@H]1N1N=NC(=C1)C1=CC(=C(C(=C1)F)F)F)O)CO N-((4R,5S,7R,8R,9S,10R)-8,10-dihydroxy-7-(hydroxymethyl)-9-(4-(3,4,5-trifluorophenyl)-1H-1,2,3-triazol-1-yl)-1,6-dioxaspiro[4.5]decan-4-yl)-6-fluoro-2-methylquinoline-4-carboxamide